ClC1=CC=C2C(=C(NC2=C1Cl)C1=NNC(=N1)C(=O)OCC)C=1C=NNC1 ethyl 3-(6,7-dichloro-3-(1H-pyrazol-4-yl)-1H-indol-2-yl)-1H-1,2,4-triazole-5-carboxylate